C(CCCCCCCCCCCCCCCCC)N1C(=C(C(C=C1)=O)OC(=O)C(C)(C)C)C N-octadecyl-2-methyl-3-tert-butylcarbonyloxy-pyridin-4-one